(benzyloxy)9-((tetrahydro-2H-pyran-4-yl)oxy)6H-benzo[c]chromen-6-one C(C1=CC=CC=C1)OC1=C2C3=C(C(OC2=CC=C1)=O)C=CC(=C3)OC3CCOCC3